5-{(3R)-4-[(cis-3-methoxycyclobutyl)carbonyl]-3-methylpiperazin-1-yl}-3-(1-methyl-1H-pyrazol-4-yl)pyrazine-2-carbonitrile CO[C@H]1C[C@H](C1)C(=O)N1[C@@H](CN(CC1)C=1N=C(C(=NC1)C#N)C=1C=NN(C1)C)C